COCCNC(C1=CN=C(C=C1)COC1=NN2C(C3=CC=CC=C13)=NN=C2C2=NOC(=C2)COC)=O N-(2-methoxy-ethyl)-6-[3-(5-methoxymethyl-isoxazol-3-yl)-[1,2,4]triazolo[3,4-a]phthalazin-6-yloxymethyl]-nicotinamide